C[C@@H]1O[C@@H](CN(C1)C1=CC=CC(=N1)C1=NC2=CC(=NC=C2C=C1)CNC(C1=C(C=C(C(=C1)C(C)O)C)F)=O)C N-((2-(6-((cis)-2,6-dimethylmorpholino)pyridin-2-yl)-1,6-naphthyridin-7-yl)methyl)-2-fluoro-5-(1-hydroxyethyl)-4-methylbenzamide